tert-Butyl-4-(2-(5-(2-nitrophenyl)-2-(4-(trifluoromethyl)phenyl)oxazole-4-carboxamido)ethyl)piperazine C(C)(C)(C)N1CCN(CC1)CCNC(=O)C=1N=C(OC1C1=C(C=CC=C1)[N+](=O)[O-])C1=CC=C(C=C1)C(F)(F)F